1-((1H-indazol-2-yl)methyl)-3-phenylthiourea N1N(CC2=CC=CC=C12)CNC(=S)NC1=CC=CC=C1